C(C)(C)(C)OC(=O)N1C(C2=CC=C(C=C2CC1)S(=O)(=O)CC1CC1)C(=O)OCC ethyl 2-(tert-butoxycarbonyl)-6-((cyclopropylmethyl) sulfonyl)-1,2,3,4-tetrahydroisoquinoline-1-carboxylate